(2S,4R)-1-(3-ethoxybenzoyl)-4-hydroxy-N-((1-methyl-1,2,3,4-tetrahydroquinolin-6-yl)methyl)pyrrolidine-2-carboxamide C(C)OC=1C=C(C(=O)N2[C@@H](C[C@H](C2)O)C(=O)NCC=2C=C3CCCN(C3=CC2)C)C=CC1